phytyl phosphate P(=O)(OC\C=C(/C)\CCC[C@H](C)CCC[C@H](C)CCCC(C)C)([O-])[O-]